N1(C=NC=C1)C1=CC=C2C(=N1)C(CN2C2=NC(=NC=C2)NC2=C(C=C(C(=C2)[N+](=O)[O-])N(C)CCN(C)C)OC)(C)C N1-(4-(5-(1H-imidazole-1-yl)-3,3-dimethyl-2,3-dihydro-1H-pyrrolo[3,2-b]pyridin-1-yl)pyrimidin-2-yl)-N4-(2-(dimethylamino)ethyl)-2-methoxy-N4-methyl-5-nitrobenzene-1,4-diamine